FC(CCC(=O)N[C@@H](C(=O)N[C@H]1C2=C(C3=C(N(C1=O)CCO)N=CC=C3)C=CC=C2)C)(F)F 4,4,4-trifluoro-N-((R)-1-(((S)-5-(2-hydroxyethyl)-6-oxo-6,7-dihydro-5H-benzo[d]pyrido[2,3-b]azepin-7-yl)amino)-1-oxopropan-2-yl)butanamide